FC1=C(C=CC=C1)C1=CC=C(C=C1)CCCNC(=O)C1=NN(C(=C1)C)C N-(3-(2'-fluoro-[1,1'-biphenyl]-4-yl)propyl)-1,5-dimethyl-1H-pyrazole-3-carboxamide